4-(3-hydroxy-1-isoquinolyl)-7,7-dimethyl-2-(2-prop-2-enoyl-2,7-diazaspiro[3.4]octan-7-yl)-6,8-dihydro-5H-quinoline-3-carbonitrile OC=1N=C(C2=CC=CC=C2C1)C1=C(C(=NC=2CC(CCC12)(C)C)N1CCC2(CN(C2)C(C=C)=O)C1)C#N